3a-(3,4-dimethoxyphenyl)-octahydro-1-methyl-6H-indol-6-one COC=1C=C(C=CC1OC)C12CCN(C2CC(CC1)=O)C